BrC=1C(=NC(=NC1)NC=1C(=NN(C1)C1CN(CC1)C)C)NCCCN1C(C(C1)(C)C)=O 1-(3-((5-bromo-2-((3-methyl-1-(1-methylpyrrolidin-3-yl)-1H-pyrazol-4-yl)amino)pyrimidin-4-yl)amino)propyl)-3,3-dimethylazetidin-2-one